COCCOC1=CC2=C(NC(=N2)C2=NNC=C2NC=2C3=C(N=CN2)N(C=C3)C)C=C1 N-(3-(5-(2-methoxyethoxy)-1H-benzo[d]imidazol-2-yl)-1H-pyrazol-4-yl)-7-methyl-7H-pyrrolo[2,3-d]pyrimidin-4-amine